Cl.CNCC1=CC=C(C=C1)C=1OC2=C(C1)C=C(C=C2C(=O)N)F 2-[4-(methylaminomethyl)phenyl]-5-fluoro-benzofuran-7-carboxamide hydrochloride